2,2-Dibromo-3,4-dihydronaphthalen-1(2H)-one BrC1(C(C2=CC=CC=C2CC1)=O)Br